O(C1=CC=CC=C1)C1=C(C(=O)NC(C)C2=CC(=CC=C2)C=2SC=CN2)C=C(C=C1)[N+](=O)[O-] 2-phenoxy-5-nitro-N-(1-(3-(thiazol-2-yl)phenyl)ethyl)benzamide